N1(CCCCC1)Cl Piperidinyl chloride